((4r,5s,7r,8r,9s,10r)-8,10-dihydroxy-7-(hydroxymethyl)-9-(4-(3,4,5-trifluorophenyl)-1H-1,2,3-triazol-1-yl)-1,6-dioxaspiro[4.5]dec-4-yl)-1,2,3,4-tetrahydronaphthalene-1-carboxamide O[C@H]1[C@H](O[C@@]2([C@H](CCO2)C2(CCCC3=CC=CC=C23)C(=O)N)[C@@H]([C@H]1N1N=NC(=C1)C1=CC(=C(C(=C1)F)F)F)O)CO